tert-amyl sulfate S(=O)(=O)(OC(C)(C)CC)[O-]